trans-6-(6-(2-methyl-2H-pyrazolo[3,4-b]pyridin-5-yl)thieno[2,3-b]pyridin-2-yl)-1-oxaspiro[3.3]heptan-6-ol CN1N=C2N=CC(=CC2=C1)C1=CC=C2C(=N1)SC(=C2)C2(CC1(CCO1)C2)O